N-[2,5-difluoro-4-(trifluoromethyl)phenyl]-5-(6-methoxy-2-pyridyl)-1H-pyrrole-3-sulfonamide FC1=C(C=C(C(=C1)C(F)(F)F)F)NS(=O)(=O)C1=CNC(=C1)C1=NC(=CC=C1)OC